ClC=1C=C(C=C(C1)C#N)N(C(=O)C1OC(C(C(C1O)N1N=NC(=C1)C1=CC(=C(C(=C1)F)C)F)O)CO)[C@@H]1[C@H](CCC1)O N-(3-chloro-5-cyanophenyl)-4-(4-(3,5-difluoro-4-methylphenyl)-1H-1,2,3-triazol-1-yl)-3,5-dihydroxy-N-((1S,2S)-2-hydroxycyclopentyl)-6-(hydroxymethyl)tetrahydro-2H-pyran-2-carboxamide